C(#N)C1CNCCC1 3-cyanopiperidin